(S)-2-((6-((4-chloro-2-fluorobenzyl)oxy)-5'-methyl-2'-oxo-[2,4'-bipyridin]-1'(2'H)-yl)methyl)-3-(oxetan-2-ylmethyl)-3H-imidazo[4,5-b]pyridine-5-carboxylic acid ClC1=CC(=C(COC2=CC=CC(=N2)C2=CC(N(C=C2C)CC2=NC=3C(=NC(=CC3)C(=O)O)N2C[C@H]2OCC2)=O)C=C1)F